C(=O)[O-].C(CCCCCCC)N1C=[N+](C=C1)CCCCCCCC 1,3-dioctylimidazolium formate